C(C)(=O)OC1=CC=C(C=C1)[C@H]1C[C@]2(CCC1)OC1(OO2)[C@@H]2CC3CC(C[C@@H]1C3)(C2)NC(=O)OC(C)(C)C 4-((1R,2r,3S,3''R,5S,5'R,7S)-5-((tert-butoxycarbonyl)amino)dispiro[adamantane-2,3'-[1,2,4]trioxolane-5',1''-cyclohexan]-3''-yl)phenyl acetate